ClCC1=CC=C(C=C1)C=1SC2=C(N1)C=CC=C2 2-(4-chloromethylphenyl)benzothiazole